methyl N-[1-(2-{6-[(3r,5r)-3-amino-5-fluoropiperidine-1-carbonyl]-3-methylpyrazolo[1,5-a]pyridin-2-yl}-1-(cyclopropylmethyl)-1H-indol-6-yl) piperidin-4-yl]-N-methylcarbamate N[C@H]1CN(C[C@@H](C1)F)C(=O)C=1C=CC=2N(C1)N=C(C2C)C=2N(C1=CC(=CC=C1C2)N2CCC(CC2)N(C(OC)=O)C)CC2CC2